C(=C)C1=CC=C(C=C1)NC1=CC=C(C=C1)C1=CC=C(C=C1)NC1=CC=C(C=C1)C=C N4,N4'-bis(4-vinylphenyl)biphenyl-4,4'-Diamine